(S)-1-((R)-2-acryloyl-6-methyl-2,7-diazaspiro[3.5]nonan-7-yl)-5,5-dichloro-2-phenylpent-4-en-1-one C(C=C)(=O)N1CC2(C1)C[C@H](N(CC2)C([C@@H](CC=C(Cl)Cl)C2=CC=CC=C2)=O)C